C(C=C)(=O)N[C@H]1CN(CCC1)CC1=CC(=NC=C1)C(=O)NC1=CC=C(C=C1)C1=CC2=C(N=CN=C2C=2CCOCC2)N1 (R)-4-((3-acrylamidopiperidin-1-yl)methyl)-N-(4-(4-(3,6-dihydro-2H-pyran-4-yl)-7H-pyrrolo[2,3-d]pyrimidin-6-yl)phenyl)picolinamide